P([O-])([O-])=O.[NH4+].NCCNCCNCCN.[NH4+] triethylenetetramine ammonium phosphonate